C1=CC(=CC=2SSC3=C(C21)C=CC(=C3)N)N Dibenzo[c,e][1,2]dithiin-3,8-diamine